(6S)-6-methyl-4-(2,6,8-trifluoro-7-(7-fluoro-8-((triisopropylsilyl)ethynyl)-3-((triisopropylsilyl)oxy)naphthalen-1-yl)quinazolin-4-yl)-1,4-oxazepan-6-ol C[C@@]1(CN(CCOC1)C1=NC(=NC2=C(C(=C(C=C12)F)C1=CC(=CC2=CC=C(C(=C12)C#C[Si](C(C)C)(C(C)C)C(C)C)F)O[Si](C(C)C)(C(C)C)C(C)C)F)F)O